C(C)(=O)OCCC1CCCCC1 4-(2-Acetoxyethyl)cyclohexane